1-(2-hydroxy-4-methoxy-6-methylphenyl)-4-phenylbutan-1-one OC1=C(C(=CC(=C1)OC)C)C(CCCC1=CC=CC=C1)=O